4-(3-((1,8-diazaspiro[4.5]decan-1-yl)methyl)-5-(trifluoromethyl)phenoxy)cyclohexane-1-carboxylic acid hydrochloride Cl.N1(CCCC12CCNCC2)CC=2C=C(OC1CCC(CC1)C(=O)O)C=C(C2)C(F)(F)F